ClC=1C2=C(N=CN1)N(C=C2)[C@@H]2[C@@H]1[C@]([C@@H]3[C@H]2OC(O3)(C)C)(C1)C=C 4-chloro-7-((3aR,3bS,4aS,5R,5aS)-2,2-dimethyl-3b-vinylhexahydrocyclopropa[3,4]cyclopenta[1,2-d][1,3]dioxol-5-yl)-7H-pyrrolo[2,3-d]pyrimidine